4-amino-2-(4-fluoroanilino)thiazol NC=1N=C(SC1)NC1=CC=C(C=C1)F